methyl-2-bromophenol CC=1C(=C(C=CC1)O)Br